4-((2-(2-(trifluoromethoxy)ethyl)hydrazineyl)methyl)benzamide FC(OCCNNCC1=CC=C(C(=O)N)C=C1)(F)F